CC1(NCC(NC1)=O)C 5,5-dimethylpiperazin-2-one